bis(cyclopentadienyl)bis[2,6-difluoro-3-(N-(3,6-dioxadecyl)-2,2-dimethylpentanoylamino)phenyl]titanium C1(C=CC=C1)[Ti](C1=C(C(=CC=C1F)N(CCOCCOCCCC)C(C(CCC)(C)C)=O)F)(C1=C(C(=CC=C1F)N(CCOCCOCCCC)C(C(CCC)(C)C)=O)F)C1C=CC=C1